O.O.Cl[Pt]Cl dichloroplatinum (II) dihydrate